tert-Butyl 2,2-dimethyl-4-(4-methylsulfonyloxybutyl)pyrrolidine-1-carboxylate CC1(N(CC(C1)CCCCOS(=O)(=O)C)C(=O)OC(C)(C)C)C